C(CCCCCCCCCCCCCCC)O[C@H]1[C@@H](O[C@@H]([C@H]1O)CO)N1C(=O)N=C(N)C=C1 O-hexadecyl-cytidine